COC(=O)C1=C(NC=2CC(CC(C2C1C1=CC(=CC=C1)O)=O)C1=CC=CC=C1)C 4-(3-hydroxyphenyl)-2-methyl-5-oxo-7-phenyl-1,4,5,6,7,8-hexahydroquinoline-3-carboxylic acid methyl ester